O.C(C)(=O)NCCS(=O)(=O)O.[K] potassium acetyltaurine monohydrate